4-({4-[5-(trifluoromethyl)-1,2,4-oxadiazol-3-yl]benzyl}amino)benzamide FC(C1=NC(=NO1)C1=CC=C(CNC2=CC=C(C(=O)N)C=C2)C=C1)(F)F